5-chloro-N-[(1S)-2-[[(1S)-1-cyano-2-[(3S)-2-oxo-3-piperidyl]ethyl]amino]-1-(cyclopropylmethyl)-2-oxo-ethyl]-1H-imidazole-2-carboxamide ClC1=CN=C(N1)C(=O)N[C@H](C(=O)N[C@@H](C[C@H]1C(NCCC1)=O)C#N)CC1CC1